3-vinyl-1-glycidoxymethyl-benzene C(=C)C=1C=C(C=CC1)COCC1CO1